2-(2-bromoacetyl)-2-ethyl-indenone ethyl-4-((4-amino-6-chloro-2'-(difluoromethoxy)-[1,1'-biphenyl]-3-yl)amino)-3-(4-((cyclopropylmethyl)sulfonyl)phenyl)-4-oxobutanoate C(C)OC(CC(C(=O)NC=1C=C(C(=CC1N)Cl)C1=C(C=CC=C1)OC(F)F)C1=CC=C(C=C1)S(=O)(=O)CC1CC1)=O.BrCC(=O)C1(C(C2=CC=CC=C2C1)=O)CC